ClC1=C(C=C2C(=N1)N(C=C2F)COCC[Si](C)(C)C)B2OC(C(O2)(C)C)(C)C 6-chloro-3-fluoro-5-(4,4,5,5-tetramethyl-1,3,2-dioxaborolan-2-yl)-1-((2-(trimethyl-silyl)ethoxy)methyl)-1H-pyrrolo[2,3-b]pyridine